3-(1-cyanocyclopropyl)-5-(difluoromethoxy)-N-[1-(3-pyrazin-2-ylpyrazin-2-yl)ethyl]benzamide C(#N)C1(CC1)C=1C=C(C(=O)NC(C)C2=NC=CN=C2C2=NC=CN=C2)C=C(C1)OC(F)F